aminoxyl-(nitroxyl) O(N)N=O